tert-butyl (3-((8-fluoro-7-(7-fluoro-3-(methoxymethoxy)-8-((triisopropylsilyl)ethynyl)naphthalen-1-yl)-5-isopropoxy-2-(methylthio)pyrido[4,3-d]pyrimidin-4-yl)amino)propyl)carbamate FC1=C(N=C(C2=C1N=C(N=C2NCCCNC(OC(C)(C)C)=O)SC)OC(C)C)C2=CC(=CC1=CC=C(C(=C21)C#C[Si](C(C)C)(C(C)C)C(C)C)F)OCOC